N-((S)-1-(4-(cyclopropanesulfonylamino)pyridin-2-yl)-2-((R)-piperidin-2-yl)ethyl)-5-(6-ethoxypyrazin-2-yl)thiazole-2-carboxamide C1(CC1)S(=O)(=O)NC1=CC(=NC=C1)[C@H](C[C@@H]1NCCCC1)NC(=O)C=1SC(=CN1)C1=NC(=CN=C1)OCC